Decyne hemioxalate C(C(=O)O)(=O)O.C#CCCCCCCCC.C#CCCCCCCCC